tris(4,4'-dicarboxy-2,2'-bipyridine) ruthenium (II) dichloride [Ru](Cl)Cl.C(=O)(O)C1=CC(=NC=C1)C1=NC=CC(=C1)C(=O)O.C(=O)(O)C1=CC(=NC=C1)C1=NC=CC(=C1)C(=O)O.C(=O)(O)C1=CC(=NC=C1)C1=NC=CC(=C1)C(=O)O